tert-butyl 4-([1,1'-biphenyl]-3-yl)-2-formylquinoline-6-carboxylate C1(=CC(=CC=C1)C1=CC(=NC2=CC=C(C=C12)C(=O)OC(C)(C)C)C=O)C1=CC=CC=C1